O=C1NC(CCC1N1C(N(C2=C1C=CC(=C2)C2CCN(CC2)CCN2CCC(CC2)NC(OC(C)(C)C)=O)C)=O)=O Tert-butyl N-[1-[2-[4-[1-(2,6-dioxo-3-piperidyl)-3-methyl-2-oxo-benzimidazol-5-yl]-1-piperidyl]ethyl]-4-piperidyl]carbamate